2,3,4,6-Tetra-O-benzoyl-α-D-galactopyranosyl bromide C(C1=CC=CC=C1)(=O)O[C@H]1[C@H](O[C@@H]([C@@H]([C@@H]1OC(C1=CC=CC=C1)=O)OC(C1=CC=CC=C1)=O)COC(C1=CC=CC=C1)=O)Br